p-Hydroxybenzoic acid ethyl ester CCOC(=O)C1=CC=C(C=C1)O